C1(CC1)C1=C(C=CC=C1C=1C=NC=C(C1)OC)CC(=O)O [2-cyclopropyl-3-(5-methoxypyridin-3-yl)phenyl]acetic acid